6-bromo-2-{[(4-methoxybenzyl)amino]methyl}nicotinonitrile BrC1=NC(=C(C#N)C=C1)CNCC1=CC=C(C=C1)OC